C1(CC1)C=1C=C(C(=O)N=C2NCCN2)C=CC1NC1=C(C(=CC=C1)C(=O)N1CCOCC1)C(F)(F)F 3-cyclopropyl-N-[imidazolidin-2-ylidene]-4-{[3-(morpholine-4-carbonyl)-2-(trifluoromethyl)phenyl]amino}benzamide